C(CCCCCCC)P(O)(O)=O octylphosphonic acid